(2-methyl-4-carbamoylphenyl)carbazole CC1=C(C=CC(=C1)C(N)=O)C1=CC=CC=2C3=CC=CC=C3NC12